1,2-epoxy-3,7-dimethyl-6-octen-3-ol CC(C1CO1)(CCC=C(C)C)O